(3R,4R)-4-(carboxymethyl)cyclopent-1-ene-1,3-dicarboxylic acid C(=O)(O)C[C@@H]1[C@H](C=C(C1)C(=O)O)C(=O)O